OC(C(=O)[O-])(C)C 2-hydroxyisobutyrate